(R)-6-(6-(1-(difluoromethyl)-1H-pyrazol-4-yl)imidazo[1,2-a]pyrazin-3-yl)-N-(piperidin-3-yl)pyridin-2-amine FC(N1N=CC(=C1)C=1N=CC=2N(C1)C(=CN2)C2=CC=CC(=N2)N[C@H]2CNCCC2)F